C(C1=CC=CC=C1)(C1=CC=CC=C1)N1C2CN(CC1C2)C=2C=C1C(N(C(C1=CC2)=O)C2C(NC(CC2)=O)=O)=O 5-(6-benzhydryl-3,6-diazabicyclo[3.1.1]heptane-3-yl)-2-(2,6-dioxopiperidin-3-yl)isoindoline-1,3-dione